C1(=C(C=CC=C1)CNS(=O)(=O)C1=C(C=C(C=C1)OC)OC)CNS(=O)(=O)C1=C(C=C(C=C1)OC)OC N,N'-(1,2-Phenylenebis(methylene))bis(2,4-dimethoxybenzenesulfonamide)